C(#N)C(=CC=1C=C(OCCC(=O)O)C=CC1)C(=O)N1CCN(CC1)C 3-(3-(2-cyano-3-(4-methylpiperazin-1-yl)-3-oxoprop-1-enyl)phenoxy)propionic acid